2-(2-(2-(2-Bromo-4-chlorobenzyl)-5-(3,5-difluorobenzyl)-3-oxo-2,3,4,5,6,7-hexahydro-1H-pyrazolo[4,3-c]pyridin-1-yl)ethyl)isoindoline-1,3-dione BrC1=C(CN2N(C3=C(CN(CC3)CC3=CC(=CC(=C3)F)F)C2=O)CCN2C(C3=CC=CC=C3C2=O)=O)C=CC(=C1)Cl